COC=1C=C(C=C(C1CCCCC)OC)CCNCC1=C(C=CC=C1)OC 2-(3,5-dimethoxy-4-pentylphenyl)-N-(2-methoxybenzyl)ethanamine